rel-(2R,3S,4S,5R)-N-(6-((R*)-2,2-dimethyl-1,3-dioxolan-4-yl)pyridin-3-yl)-3-(4-fluoro-2-methoxy-3-methylphenyl)-4,5-dimethyl-5-(trifluoromethyl)tetrahydrofuran-2-carboxamide CC1(OC[C@H](O1)C1=CC=C(C=N1)NC(=O)[C@@H]1O[C@]([C@H]([C@H]1C1=C(C(=C(C=C1)F)C)OC)C)(C(F)(F)F)C)C |o1:4,15,17,18,19|